bis(3,5-dimethyl-4-methoxyphenyl)phosphine CC=1C=C(C=C(C1OC)C)PC1=CC(=C(C(=C1)C)OC)C